S(=O)(=O)(O)OC[C@@H](N)C(C)(C)C tert-leucinol sulfate